ClC1=C(C(=CC=C1Cl)O)[C@H]1CC(N(C1)C=1C=NN(C1)S(=O)(=O)C)=S |r| rac-4-(2,3-dichloro-6-hydroxyphenyl)-1-(1-(methylsulfonyl)-1H-pyrazol-4-yl)pyrrolidine-2-thione